C(CCCCCCCCCCCCCCCCC)OC=1C=C(COC(CCCN2CCN(CC2)C)=O)C=C(C1)OCCCCCCCCCCCCC.ClCC1=CN=NC=C1 4-(chloromethyl)pyridazine 3-(Octadecyloxy)-5-(tridecyloxy)benzyl-4-(4-methylpiperazin-1-yl)butanoate